CC1C(OCC1)=O methyldihydrofuran-2(3H)-one